F[C@H]1CN(CC[C@H]1NC=1C=2N(C=CC1)C(=C(N2)C#CCNC=2C=C(C(=O)N(C)C)C=CC2OC)SC(F)(F)F)C 3-((3-(8-(((3S,4R)-3-fluoro-1-methylpiperidin-4-yl)amino)-3-((trifluoromethyl)thio)imidazo[1,2-a]pyridin-2-yl)prop-2-yn-1-yl)amino)-4-methoxy-N,N-dimethylbenzamide